n-butyl alcoholAte C(CCC)[O-]